FC=1C=C(C=CC1)NC(C1=CC(=CC=C1)S(=O)(=O)N1CCC2=CC=CC=C12)=O N-(3-fluorophenyl)-3-(indolin-1-ylsulfonyl)benzamide